OC(CS(=O)(=O)C1=C(OC2=C(C=C(C=C2)C2=NOC(=N2)CN2CN(C(C2)(C)C)CCN2CCOCC2)C(F)(F)F)C=CC=C1)C 3-((3-(4-(2-((2-hydroxypropyl)sulfonyl)phenoxy)-3-(trifluoromethyl)phenyl)-1,2,4-oxadiazol-5-yl)methyl)-5,5-dimethyl-1-(2-morpholinoethyl)imidazolidine